NC=1C=CC(=C(C1)C=1C=NC2=C(C(=NC=C2C1)NC)Cl)C 3-(5-amino-2-methyl-phenyl)-8-chloro-N-methyl-1,6-naphthyridin-7-amine